C(CC=C)OC=1C=2N(N=C(C1)C1=CC(=NC=C1F)C(C)NCC)C=CN2 1-(4-(8-(but-3-en-1-yloxy)imidazo[1,2-b]pyridazin-6-yl)-5-fluoropyridin-2-yl)-N-ethylethan-1-amine